FC(C1=NN=C(O1)C=1C=CC(=NC1)CN(C(=O)C1(CN(C1)C1CCN(CC1)C(C)C)F)C1=CC(=CC=C1)F)F N-((5-(5-(difluoromethyl)-1,3,4-oxadiazol-2-yl)pyridin-2-yl)methyl)-3-fluoro-N-(3-fluorophenyl)-1-(1-isopropylpiperidin-4-yl)azetidine-3-carboxamide